4-(1,1-difluoropropyl)pyridin-2-amine FC(CC)(F)C1=CC(=NC=C1)N